C(C)(=O)O[C@H]1[C@H](OC2=CC=C(C=C2)CCN=[N+]=[N-])O[C@@H]([C@@H]([C@@H]1OC(C)=O)OC(C)=O)COC(C)=O 4-(2-Azidoethyl)phenyl 2,3,4,6-tetra-O-acetyl-β-D-galactopyranoside